disodium disuccinimide C1(CCC(N1)=O)=O.C1(CCC(N1)=O)=O.[Na].[Na]